2,2-dimethoxy-1-(4-methacryloxyphenyl)ethane-1-one COC(C(=O)C1=CC=C(C=C1)OC(C(=C)C)=O)OC